(R)-6-chloro-7-(6-(((3-chloropyridin-2-yl)oxy)methyl)-5-azaspiro[2.4]heptan-5-yl)-1-(6-(3-(dimethyl-amino)azetidin-1-yl)pyridin-3-yl)-4-oxo-1,4-dihydro-quinoline-3-carboxylic acid ClC=1C=C2C(C(=CN(C2=CC1N1CC2(CC2)C[C@@H]1COC1=NC=CC=C1Cl)C=1C=NC(=CC1)N1CC(C1)N(C)C)C(=O)O)=O